3-(methoxymethyl)bicyclo[1.1.1]pentan-1-amine hydrochloride Cl.COCC12CC(C1)(C2)N